ethyl 2-(4-(3-cyanotetrahydrofuran-3-yl)phenyl)acetate C(#N)C1(COCC1)C1=CC=C(C=C1)CC(=O)OCC